(dibenzofuranylphenyl)(naphthyl)amine C1(=CC=CC=2OC3=C(C21)C=CC=C3)C3=C(C=CC=C3)NC3=CC=CC2=CC=CC=C32